(R)-N-(2-(4-Cyanothiazolidin-3-yl)-2-oxoethyl)-6-(6-fluoro-2-azaspiro[3.3]heptan-2-yl)quinoline-4-carboxamide C(#N)[C@H]1N(CSC1)C(CNC(=O)C1=CC=NC2=CC=C(C=C12)N1CC2(C1)CC(C2)F)=O